N-(4-indolyl)imidazolium N1C=CC2=C(C=CC=C12)N1C=[NH+]C=C1